4-chloro-5-(3-(4-fluoro-2-(trifluoromethyl)benzyl)-5,6-dihydroimidazo[1,2-a]pyrazine-7(8H)-yl)pyridazin-3(2H)-one ClC=1C(NN=CC1N1CC=2N(CC1)C(=CN2)CC2=C(C=C(C=C2)F)C(F)(F)F)=O